FC(=C(O[Si](C)(C)C)C=1C=CC=2N(C3=CC=CC=C3C2C1)CC)F 3-(2,2-difluoro-1-((trimethylsilyl)oxy)vinyl)-9-ethyl-9H-carbazole